N-(2-aminoethyl)-aminosodium magnesium propionate C(CC)(=O)[O-].[Mg+2].NCCN[Na].C(CC)(=O)[O-]